N1=CC=C(C=C1)N1CCC(CC1)CN [1-(pyridin-4-yl)piperidin-4-yl]methylamine